C(OC1=C2N(N=CC1=O)[C@H]([C@@H]1N(C2=O)CCC1)[C@H](C1=CC=CC=C1)C1=C(C(=CC=C1)F)F)(OC1CCOCC1)=O (9aR,10S)-10-((R)-(2,3-difluorophenyl)(phenyl)methyl)-3,5-dioxo-3,5,8,9,9a,10-hexahydro-7H-pyrrolo[1',2':4,5]pyrazino[1,2-b]pyridazin-4-yl (tetrahydro-2H-pyran-4-yl) carbonate